4-pentylphenol C(CCCC)C1=CC=C(C=C1)O